N-sec-butyl-4'-propargyl-4-biphenylsulfonamide C(C)(CC)NS(=O)(=O)C1=CC=C(C=C1)C1=CC=C(C=C1)CC#C